4-((S)-4-propenoyl-2-methylpiperazin-1-yl)-6-fluoro-7-(2-fluoro-6-hydroxyphenyl)-1-(2-methylnaphthalen-1-yl)pyrido[2,3-d]pyrimidin-2(1H)-one C(C=C)(=O)N1C[C@@H](N(CC1)C=1C2=C(N(C(N1)=O)C1=C(C=CC3=CC=CC=C13)C)N=C(C(=C2)F)C2=C(C=CC=C2O)F)C